(2S,4R)-4-(2-((4-(2-aminopyridin-4-yl)phenyl)amino)-2-oxoethyl)-1-(2-methylbenzofuro[3,2-d]pyrimidin-4-yl)pyrrolidine-2-carboxylic acid NC1=NC=CC(=C1)C1=CC=C(C=C1)NC(C[C@H]1C[C@H](N(C1)C=1C2=C(N=C(N1)C)C1=C(O2)C=CC=C1)C(=O)O)=O